2-((5-bromo-2-((4-((4-((6-(2,4-dioxotetrahydropyrimidin-1(2H)-yl)pyridin-3-yl)methyl)piperazin-1-yl)sulfonyl)-2-methylphenyl)amino)pyrimidin-4-yl)amino)-6-fluorobenzamide BrC=1C(=NC(=NC1)NC1=C(C=C(C=C1)S(=O)(=O)N1CCN(CC1)CC=1C=NC(=CC1)N1C(NC(CC1)=O)=O)C)NC1=C(C(=O)N)C(=CC=C1)F